N[C@@H]1C[C@@H](CC1)OC=1C(=NC(=CC1)C(F)(F)F)C1=CC(=NN1)NC=1N=CC(=NC1)C#N 5-((5-(3-(((1R,3S)-3-aminocyclopentyl)oxy)-6-(trifluoromethyl)pyridin-2-yl)-1H-pyrazol-3-yl)amino)pyrazine-2-carbonitrile